CC(C(=O)O)(CC[C@H]1CN(C2=C(O1)C=CC(=C2)C2=NC(=CC=C2)C(F)(F)F)S(=O)(=O)C2=CC(=CC=C2)C(F)(F)F)C (S)-2,2-dimethyl-4-(4-((3-(trifluoromethyl)phenyl)sulfonyl)-6-(6-(trifluoromethyl)pyridin-2-yl)-3,4-dihydro-2H-benzo[b][1,4]oxazin-2-yl)butanoic acid